O1COC2=C1C=CC(=C2)OC2(CCN(CC2)C=2C(=CC=1N(N2)C(C=C(N1)C(F)(F)F)=O)C)[2H] 7-(4-(benzo[d][1,3]dioxol-5-yloxy)piperidin-1-yl-4-d)-8-methyl-2-(trifluoromethyl)-4H-pyrimido[1,2-b]pyridazin-4-one